1-(1-(5-(5-((1r,4r)-4-aminocyclohexyl)-1,3,4-thiadiazol-2-yl)-4-(methylamino)pyridin-2-yl)-1H-pyrrolo[2,3-b]pyridin-5-yl)ethane-1-one NC1CCC(CC1)C1=NN=C(S1)C=1C(=CC(=NC1)N1C=CC=2C1=NC=C(C2)C(C)=O)NC